6-({2-[(α-D-mannopyranosyl-(1-3)-[α-D-mannopyranosyl-(1→6)]-α-D-mannopyranosyl)oxy]ethyl}amino)-6-oxohexanoic acid [C@H]1([C@@H](O)[C@@H](O)[C@H](O)[C@H](O1)CO)O[C@@H]1[C@@H]([C@H](O[C@@H]([C@H]1O)CO[C@@H]1[C@@H](O)[C@@H](O)[C@H](O)[C@H](O1)CO)OCCNC(CCCCC(=O)O)=O)O